ClC1=C(C(=CC=C1Cl)O)[C@@H]1CCN2C(CC(C[C@@H]2C1)=O)=O (8R,9aS)-8-(2,3-dichloro-6-hydroxyphenyl)-hexahydro-1H-quinolizine-2,4-dione